C1(=CC=C(C=C1)NC1=CC=C(C=C1)C)C N,N-di(p-tolyl)ammonia